2-amino-N-((5-iodopyridin-2-yl)methyl)-N',3-dimethyl-N'-(pyrimidin-2-yl)quinoline-6-carbohydrazide NC1=NC2=CC=C(C=C2C=C1C)C(=O)N(N(C1=NC=CC=N1)C)CC1=NC=C(C=C1)I